N[C@H]1CC(N(C1)C)C(=O)NC=1SC(=C(N1)C)C(=O)OCCC propyl 2-[[(4S)-4-amino-1-methyl-pyrrolidine-2-carbonyl] amino]-4-methyl-thiazole-5-carboxylate